di-secondary octyl phthalate C(C=1C(C(=O)OC(C)CCCCCC)=CC=CC1)(=O)OC(C)CCCCCC